(2-(4,5-dihydrofuran-2-yl)-4-fluorophenyl)methanol O1C(=CCC1)C1=C(C=CC(=C1)F)CO